methyl 8-(((1-(hydroxymethyl)cyclopropyl)methyl)(methyl)amino)octanoate OCC1(CC1)CN(CCCCCCCC(=O)OC)C